3-Methyl-1,2,3,6-Tetrahydrophthalic Acid CC1C(C(C(=O)O)CC=C1)C(=O)O